C1(CC1)CN1N=CC(=C1)C1=CC=CC(=N1)C(=O)NC=1C(=NC=C(C1)N1CC(CC1)(C)O)C(F)(F)F 6-(1-(cyclopropylmethyl)-1H-pyrazol-4-yl)-N-(5-(3-hydroxy-3-methylpyrrolidin-1-yl)-2-(trifluoromethyl)pyridin-3-yl)picolinamide